C1(CCCCC1)N1CCN(CCC1)C1=NC2=CC(=C(C=C2C(=N1)NC1CCN(CC1)C(C)C)OC)OCCCN1CCCC1 2-(4-cyclohexyl-1,4-diazepan-1-yl)-N-(1-isopropylpiperidin-4-yl)-6-methoxy-7-(3-(pyrrolidin-1-yl)propoxy)quinazolin-4-amine